ClC1=NC(=CC=C1N1CCN(CC1)CC=1C=C2NC(C=3N(C2=C(C1)F)N=CC3)=O)C(NC)=O 7-((4-(2-chloro-6-(methylcarbamoyl)pyridin-3-yl)piperazin-1-yl)methyl)-9-fluoropyrazolo[1,5-a]quinoxalin-4(5H)-one